octan-lactam C1(CCCCCCCN1)=O